tert-Butyl ((1S,3S,6R)-7-oxabicyclo[4.1.0]heptan-3-yl)carbamate [C@@H]12C[C@H](CC[C@H]2O1)NC(OC(C)(C)C)=O